N-(3-(5-fluoro-2-(3-fluoro-4-(1-hydroxypropan-2-yloxy)phenylamino)pyrimidin-4-ylamino)phenyl)acrylamide FC=1C(=NC(=NC1)NC1=CC(=C(C=C1)OC(CO)C)F)NC=1C=C(C=CC1)NC(C=C)=O